ClC1=CC=C2C(=C(NC2=C1Cl)C1=NN(C=N1)CCO)C=1C=NNC1 2-(3-(6,7-dichloro-3-(1H-pyrazol-4-yl)-1H-indol-2-yl)-1H-1,2,4-triazol-1-yl)ethan-1-ol